N-(1-methyl-5-pentyl-1H-pyrazol-3-yl)pyrrolidine CN1N=C(C=C1CCCCC)N1CCCC1